CC(=O)O[C@@H]1C[C@@H]([C@@]2([C@H]3CC[C@]4([C@@H](CC=C4[C@@]3([C@@H]([C@H]5[C@H]2[C@@]1(CO5)C)O)C)C6=COC=C6)C)C)OC(=O)C The molecule is a limonoid found in Azadirachta indica. It has a role as a metabolite and a plant metabolite. It is an acetate ester, a member of furans, a pentacyclic triterpenoid, a secondary alcohol and a limonoid.